2-(3-methoxy-4-hydroxyphenyl)-3,7-dimethoxy-5-hydroxyquinolin-4-one COC=1C=C(C=CC1O)C1=NC2=CC(=CC(=C2C(C1OC)=O)O)OC